Cl.ClC=1C=C(C=CC1F)NC(=O)C1=C2CC[C@@H](C2=C(C=C1)F)NC(OC[C@H]1N(CCC1)CC(F)(F)F)=O ((S)-1-(2,2,2-trifluoroethyl)pyrrolidin-2-yl)methyl N-[(1S)-4-[(3-chloro-4-fluorophenyl)carbamoyl]-7-fluoro-2,3-dihydro-1H-inden-1-yl]carbamate HCl